FC1=C(C(=C(C(=C1F)F)F)F)OS(=O)(=O)C=1C=C2C=CC(N(C2=CC1)C1=C(C=C(C(=C1)C)Br)OC)=O (P)-1-(4-bromo-2-methoxy-5-methylphenyl)-2-oxo-1,2-dihydroquinoline-6-sulfonic acid perfluorophenyl ester